S(C)(=O)(=O)O.S(C)(=O)(=O)O.C(C)(C)(C)C=1NC(=C(N1)C1=CC=C2C(=N1)N(C(=N2)N)CC(C)C)C2=CC=C(C=C2)F 5-[2-tert-butyl-5-(4-fluorophenyl)-1H-imidazol-4-yl]-3-isobutyl-3H-imidazo[4,5-b]pyridin-2-ylamine dimesylate